ClC1=C(C=NN1C)C=1C(=NC(=NC1)C=1C(=NC=NC1OC)C1CC1)NCC1=C(C=C(C=C1)OC)OC (5-chloro-1-methyl-1H-pyrazol-4-yl)-4'-cyclopropyl-N-(2,4-dimethoxybenzyl)-6'-methoxy-[2,5'-bipyrimidin]-4-amine